1-Methylpyrazole-3-carbonyl chloride CN1N=C(C=C1)C(=O)Cl